C1(CCC1)N1CCC(CC1)C1=CC=C(C=C1)C1=CC(=C(S1)C(=O)N1C[C@H](CC1)NC(OC(C)(C)C)=O)C tert-butyl (S)-(1-(5-(4-(1-cyclobutylpiperidin-4-yl)phenyl)-3-methylthiophene-2-carbonyl)pyrrolidin-3-yl)carbamate